CO[Si](C=CC)(OC)OC 1-(trimethoxysilyl)propylene